[SiH2]1O[SiH2]C1 1,3-disiloxetane